C([C@@H](C(=O)O)N)S.O.Cl The molecule is a hydrate that is the monohydrate form of L-cysteine hydrochloride. It has a role as an EC 4.3.1.3 (histidine ammonia-lyase) inhibitor, a flour treatment agent and a human metabolite. It contains a L-cysteine hydrochloride.